IC1=C(C(=O)O)C=C(C(=C1)I)I 2,4,5-triiodobenzoic acid